(R or S)-2-(4-chloro-3-(2-(2-fluoro-5-(trifluoromethoxy)benzyl)-2H-tetrazol-5-yl)phenyl)-2-hydroxypropane-1-sulfonamide ClC1=C(C=C(C=C1)[C@@](CS(=O)(=O)N)(C)O)C=1N=NN(N1)CC1=C(C=CC(=C1)OC(F)(F)F)F |o1:7|